C(C)(=O)C1=C(C=CC(=C1)OC1=NC=C(C=C1N)C)NC(C=C)=O N-(2-acetyl-4-((3-amino-5-methylpyridin-2-yl)oxy)phenyl)acrylamide